ethyl (10-(4-chlorophenyl)-6-hydroxy-[1,2,4]triazolo[5,1-a]isoquinoline-5-carbonyl)glycinate ClC1=CC=C(C=C1)C=1C=CC=C2C(=C(N3C(C12)=NC=N3)C(=O)NCC(=O)OCC)O